NC1=C(C(=NN1C)C)C(=O)N 5-amino-1,3-dimethylpyrazole-4-carboxamide